1-((2,4-dinitrophenyl)amino)-11-oxo-3,6,9,15-tetraoxa-12-azaoctadecan-18-oic acid [N+](=O)([O-])C1=C(C=CC(=C1)[N+](=O)[O-])NCCOCCOCCOCC(NCCOCCC(=O)O)=O